OC(CCNC(O[C@@H]1CC[C@H](CC1)C(N(CC12CCC(CC1)(CC2)C2=CC(=C(C=C2)OC)C)C2=NC=CC(=C2)C2=CN=C(S2)C(C)(C)C)=O)=O)(C)C 4-((4-(2-(tert-Butyl)thiazol-5-yl)pyridin-2-yl)((4-(4-methoxy-3-methylphenyl)bicyclo[2.2.2]octan-1-yl)methyl)carbamoyl)(trans-cyclohexyl) (3-hydroxy-3-methylbutyl)carbamate